3-isopropyl-2-methyl-5-(4,4,5,5-tetramethyl-1,3,2-dioxaborolan-2-yl)-2H-indazole C(C)(C)C=1N(N=C2C=CC(=CC12)B1OC(C(O1)(C)C)(C)C)C